C1(=C(C=CC=C1)B(O)O)C=1C(=CC=CC1)C1=CC=CC=C1 [1,1':2',1''-terphenyl]-2-ylboronic acid